C(C1=CC=CC=C1)N1[C@H](CN(CC1)CC1OCCC1)CCNC(O[C@H]1[C@H](NC[C@@H]1O)CC1=CC=C(C=C1)OC)=O (2R,3S,4S)-4-hydroxy-2-[(4-methoxyphenyl)methyl]pyrrolidin-3-yl N-{2-[(2S)-1-benzyl-4-(oxolan-2-ylmethyl)piperazin-2-yl]ethyl}carbamate